N-(5-ethylisoxazol-3-yl)-3-((7-(5-methyl-1,2,4-oxadiazol-3-yl)isoquinolin-1-yl)amino)propanamide C(C)C1=CC(=NO1)NC(CCNC1=NC=CC2=CC=C(C=C12)C1=NOC(=N1)C)=O